OC1(COC1)C1=CC=C(C=C1)C(=O)N1CCC(CC1)OC1=CC=C(C=C1)C1=CC(=CC=C1)C(F)(F)F (4-(3-hydroxyoxetan-3-yl)phenyl)(4-((3'-(trifluoromethyl)-[1,1'-biphenyl]-4-yl)oxy)piperidin-1-yl)methanone